O=C(CNC(=O)C1CCN(CC1)C(=O)C1CCNCC1)NC=1C=C2CC3(C(NC4=NC=CC=C43)=O)CC2=CC1 N-(2-oxo-2-((2'-oxo-1,1',2',3-tetrahydrospiro[indene-2,3'-pyrrolo[2,3-b]pyridin]-5-yl)amino)ethyl)-1-(piperidine-4-carbonyl)piperidine-4-carboxamide